1,2-bis(4-methoxyphenyl)-2-oxoethylcyclohexylcarbamate COC1=CC=C(C=C1)C(C(=O)C1=CC=C(C=C1)OC)N(C([O-])=O)C1CCCCC1